3-buten-1-yltri(t-butoxy)tin C(CC=C)[Sn](OC(C)(C)C)(OC(C)(C)C)OC(C)(C)C